fluorophenyl-4-aminobenzoate FC=1C(=C(C(=O)[O-])C=CC1N)C1=CC=CC=C1